COC1=C(OCCNC(C2=CC=C(C=C2)NC2=CC=NC3=CC=C(C=C23)Cl)=O)C=CC=C1 N-[2-(2-methoxyphenoxy)ethyl]-4-[(6-chloroquinolin-4-yl)amino]benzamide